1-(1-chloroethyl)-3-(trifluoromethyl)benzene ClC(C)C1=CC(=CC=C1)C(F)(F)F